N1N=CC(=C1)C=C1CCN2C1=NC=1C(=CC(=CC1C2=O)F)Br 3-((1H-pyrazol-4-yl)methylene)-5-bromo-7-fluoro-2,3-dihydropyrrolo[2,1-b]quinazolin-9(1H)-one